C([C@H](C(=O)[O-])[NH3+])OP(=O)([O-])[O-] The molecule is an O-phosphonatooxyserine(2-) that is the dianion of O-phospho-D-serine. It has a role as a human metabolite. It is a conjugate base of an O-phospho-D-serine.